CC1CN(CC(C1)C)C1=C2C=C(C(=CC2=CC2=C1C(OC2)=O)OC)OC 9-(3,5-dimethylpiperidin-1-yl)-6,7-dimethoxynaphtho[2,3-c]furan-1(3H)-one